Benzyl (1S,5S)-6-benzyl-3,6-diazabicyclo[3.2.2]nonane-3-carboxylate C(C1=CC=CC=C1)N1[C@@H]2CN(C[C@H](C1)CC2)C(=O)OCC2=CC=CC=C2